2-(2,6-difluoro-4-((5-oxo-4-(4-(trifluoromethoxy)phenyl)-4,5-dihydro-1H-1,2,4-triazol-1-yl)methyl)phenoxy)-2-methylpropanoic acid FC1=C(OC(C(=O)O)(C)C)C(=CC(=C1)CN1N=CN(C1=O)C1=CC=C(C=C1)OC(F)(F)F)F